(Z)-5-(4-hydroxybenzylidene)-1-(4-methoxyphenyl)pyrimidine-2,4,6(1H,3H,5H)-trione OC1=CC=C(\C=C/2\C(NC(N(C2=O)C2=CC=C(C=C2)OC)=O)=O)C=C1